O1CCN(CC1)CCOC1=CC(=NC=N1)NC=1SC(=CN1)C1=CC=C(C=C1)NC(N)=O 3-(4-(2-((6-(2-morpholinoethoxy)pyrimidin-4-yl)amino)thiazol-5-yl)phenyl)urea